C1(=CC=CC=C1)[C@H]1CC[C@@H](CN1)O (3S,6R)-6-phenylpiperidin-3-Ol